diisobutyl-diMethyl-zirconium C(C(C)C)[Zr](C)(C)CC(C)C